2-[2-(5-methylfuran-2-yl)vinyl]-4,6-bis(trichloromethyl)s-triazine CC1=CC=C(O1)C=CC1=NC(=NC(=N1)C(Cl)(Cl)Cl)C(Cl)(Cl)Cl